SC(C[C@H](N)C(=O)O)CCN gamma-mercaptolysine